COC1=C(C(=CC(=C1)OC)OC)C1=CC=C(C=C1)OC 2,4,4',6-tetramethoxy-1,1'-biphenyl